ClC1=CC=C(S1)S(=O)(=O)N1N=C(C=C1)C1=CC=CC=C1 1-((5-chlorothiophen-2-yl)sulfonyl)-3-phenyl-1H-pyrazole